1-((5-(5-(difluoromethyl)-1,3,4-oxadiazole-2-yl)pyridine-2-yl)methyl)-6-fluoro-3-methyl-5-(4-(2,2,3,3-tetrafluoropropyl)piperazine-1-yl)-1,3-dihydro-2H-benzo[d]imidazole-2-one FC(C1=NN=C(O1)C=1C=CC(=NC1)CN1C(N(C2=C1C=C(C(=C2)N2CCN(CC2)CC(C(F)F)(F)F)F)C)=O)F